C1(CCC1)CNC(=O)[C@@H]1[C@@H]([C@H]2CC[C@@H]1C2)NC(=O)C=2C(=CC(=C(OC1CCC(CC1)(C(=O)O)C)C2)F)OC (1S,4s)-4-(5-(((1S,2R,3S,4R)-3-((cyclobutylmethyl)carbamoyl)bicyclo[2.2.1]heptan-2-yl)carbamoyl)-2-fluoro-4-methoxyphenoxy)-1-methylcyclohexane-1-carboxylic acid